C\C\1=C/CC/C(=C/CC(/C=C/C1)(C)C)/C (1E,4E,8E)-2,6,6,9-Tetramethylcycloundeca-1,4,8-triene